1-[4-(2-methylpropyloxy)phenyl]methanamine CC(COC1=CC=C(C=C1)CN)C